tert-butyl 4-((5-fluoro-2-oxo-2,3-dihydro-1H-benzo[d]imidazole-1-yl)methyl)piperidine-1-carboxylate FC1=CC2=C(N(C(N2)=O)CC2CCN(CC2)C(=O)OC(C)(C)C)C=C1